ClC1=CC(=C(C=N1)C1=NC=C(C=C1OC)F)F 6'-Chloro-4',5-difluoro-3-methoxy-2,3'-bipyridine